(2-chloropyrimidin-5-yl)-5-((R)-1-(3,5-dichloropyridin-4-yl)ethoxy)-1-(tetrahydro-2H-pyran-2-yl)-1H-indazole ClC1=NC=C(C=N1)C1=NN(C2=CC=C(C=C12)O[C@H](C)C1=C(C=NC=C1Cl)Cl)C1OCCCC1